BrC1=C(C=CC(=C1)Br)OC1=C(C(=CC=C1)O)C(C)=O 1-(2-((2,4-dibromophenyl)oxy)-6-hydroxyphenyl)ethan-1-one